cis-8-dimethylamino-1-(3-hydroxy-propyl)-3-[(4-methoxyphenyl)-methyl]-8-phenyl-1,3-diazaspiro[4.5]decan-2-one CN(C1(CCC2(CN(C(N2CCCO)=O)CC2=CC=C(C=C2)OC)CC1)C1=CC=CC=C1)C